C1(=CCCC1)C=1N=C(C(=NC1)C(=O)N[C@@H](C)\C=C\S(=O)(=O)C)OC1=CC=CC=C1 (S,E)-5-(cyclopent-1-en-1-yl)-N-(4-(methylsulfonyl)but-3-en-2-yl)-3-phenoxypyrazine-2-carboxamide